[N-](S(=O)(=O)C(F)(F)F)S(=O)(=O)C(F)(F)F.C(=C)N1CN(C=C1)CC1=CC=CC=C1 1-vinyl-3-benzylimidazole bistrifluoromethanesulfonimide salt